C1(CCCC1)CN1C(N(C2=C1C=CC(=C2)S(=O)(=O)NC2(CC2)C)C)=O 1-(cyclopentylmethyl)-3-methyl-N-(1-methylcyclopropyl)-2-oxo-benzimidazole-5-sulfonamide